tetra-tert-butyl-1,1'-biphenyl C(C)(C)(C)C=1C(=C(C(=C(C1)C1=CC=CC=C1)C(C)(C)C)C(C)(C)C)C(C)(C)C